ClC1=CC2=C(N=C(N=C2)NC2=C(C=C(C=C2)S(=O)(=O)NCCOC2CCC(CC2)CO)C)N(C1=O)C1CCCC1 4-[(6-chloro-8-cyclopentyl-7-oxo-pyrido[2,3-d]pyrimidin-2-yl)amino]-N-[2-[4-(hydroxymethyl)cyclohexoxy]ethyl]-3-methyl-benzenesulfonamide